2-[2-[2-[2-[2,3-bis[6-(2-octyldecanoyloxy) hexoxy] propoxy] ethoxy]ethoxy] ethoxy]ethyl 1-methylpiperidine-4-carboxylate CN1CCC(CC1)C(=O)OCCOCCOCCOCCOCC(COCCCCCCOC(C(CCCCCCCC)CCCCCCCC)=O)OCCCCCCOC(C(CCCCCCCC)CCCCCCCC)=O